CC1(C(C(CCC1)C)CCC(CCC)O)C 2,2,6-trimethylcyclohexyl-3-hexanol